C1(CC(C(CC1)C(C)C)OCC(=O)O)C menthoxyacetic acid